C(C)C=1C(=CC=C2C=C(C=C(C12)C1=C(C=2N=C(N=C(C2C=N1)N1C[C@H]([C@H](CC1)O)O)OC[C@]12CCCN2C[C@@H](C1)F)F)O)F |o1:24,25| rel-(3R,4S)-1-(7-(8-Ethyl-7-fluoro-3-hydroxynaphthalen-1-yl)-8-fluoro-2-(((2R,7aS)-2-fluorotetrahydro-1H-pyrrolizin-7a(5H)-yl)methoxy)pyrido[4,3-d]pyrimidin-4-yl)piperidine-3,4-diol